C(=C)C1=C2C(=NC=C1)C(=C(N2)C2=CC(=NC=C2)NC(CC2=CC=C(C=C2)F)=O)C2=NC=CC=C2 N-{4-[7-ethenyl-3-(pyridin-2-yl)-1H-pyrrolo[3,2-b]pyridin-2-yl]pyridin-2-yl}-2-(4-fluorophenyl)acetamide